3-(2-(2,4-dichlorophenyl)-5-isopropyloxazol-4-yl)-1-(4-((1-hydroxy-2-methylpropan-2-yl)oxy)-2-methylphenyl)propan-1-one ClC1=C(C=CC(=C1)Cl)C=1OC(=C(N1)CCC(=O)C1=C(C=C(C=C1)OC(CO)(C)C)C)C(C)C